C1(=CC=CC=C1)[Si](S)(C1=CC=CC=C1)C1=CC=CC=C1 triphenyl-silanthiol